FC1=CC(=NC=C1F)N 4,5-difluoropyridin-2-amine